BrC1=NC=2N(C(NC(C2N1C)=O)=O)CC(C(=O)OC)C(F)(F)F methyl 2-((8-bromo-7-methyl-2,6-dioxo-1,2,6,7-tetrahydro-3H-purin-3-yl)methyl)-3,3,3-trifluoropropanoate